1-(3-((2-((1-(1-methylpiperidin-4-yl)-1H-pyrazol-4-yl)amino)-5-(trifluoromethyl)pyrimidin-4-yl)amino)propyl)azepan-2-one CN1CCC(CC1)N1N=CC(=C1)NC1=NC=C(C(=N1)NCCCN1C(CCCCC1)=O)C(F)(F)F